FC(C=1C=C(\C=N\C=2C(=NC(=CC2)S(=O)(=O)CC)NS(=O)(=O)CC)C=C(C1)C(F)(F)F)(F)F (E)-N-(3-((3,5-bis(trifluoromethyl)benzylidene)amino)-6-(ethylsulfonyl)pyridin-2-yl)ethanesulfonamide